tertbutyl-ammonium ethyl-2-(4-bromo-5-fluoro-2-hydroxy-phenyl)acetate C(C)OC(CC1=C(C=C(C(=C1)F)Br)O)=O.C(C)(C)(C)[NH3+]